C(CCCCCCC)S(=O)(=O)[O-].C(C)(=O)C1=CC=C(C=C1)SC1=CC=C(C=C1)[S+](C1=CC=C(C=C1)SC1=CC=C(C=C1)C(C)=O)C1=CC=C(C=C1)SC1=CC=C(C=C1)C(C)=O tris[4-(4-acetylphenylsulfanyl)phenyl]sulfonium Octanesulfonate